4-bromo-3-{2-[1-(difluoromethyl)cyclopropyl]ethynyl}pyridine BrC1=C(C=NC=C1)C#CC1(CC1)C(F)F